(4,4-dimethylpiperidin-1-yl)methanamine CC1(CCN(CC1)CN)C